4-fluoro-6-(5-fluoro-2-(methylsulfonyl)pyrimidin-4-yl)-1-isopropyl-2-methyl-1H-benzo[d]imidazole FC1=CC(=CC=2N(C(=NC21)C)C(C)C)C2=NC(=NC=C2F)S(=O)(=O)C